FC=1C=C(C=C(C1)OC(F)(F)F)NC(=O)C1=CC=C2CCN(C2=C1)CC1=CN=C2N1C=CN=C2 N-(3-Fluoro-5-(trifluoromethoxy)phenyl)-1-(imidazo[1,2-a]pyrazin-3-ylmethyl)indolin-6-carboxamid